6-((6s,8r)-7-((1-fluorocyclopropyl)methyl)-8-methyl-6,7,8,9-tetrahydro-3H-pyrazolo[4,3-f]isoquinolin-6-yl)-N-(1-(3-fluoropropyl)azetidin-3-yl)pyridin-3-amine FC1(CC1)CN1[C@@H](C2=CC=C3C(=C2C[C@H]1C)C=NN3)C3=CC=C(C=N3)NC3CN(C3)CCCF